ClC1=C(C(=O)C2=CNC3=C2C2=C(NC([C@](N2)(C)COC)=O)C=N3)C=CC(=C1)OC1=NC(=CC=C1)C (S)-9-(2-chloro-4-((6-methylpyridin-2-yl)oxy)benzoyl)-2-(methoxymethyl)-2-methyl-1,2,4,7-tetrahydro-3H-pyrrolo[3',2':5,6]pyrido[3,4-b]pyrazin-3-one